(S)-4-((2-Hydroxyethyl)sulfonamido)-N-(6-(2-methylmorpholino)pyridin-2-yl)-2-(6-azaspiro[2.5]octan-6-yl)benzamide hydrochloride Cl.OCCS(=O)(=O)NC1=CC(=C(C(=O)NC2=NC(=CC=C2)N2C[C@@H](OCC2)C)C=C1)N1CCC2(CC2)CC1